[2-chloro-3-(trifluoromethyl)phenyl]methanamine ClC1=C(C=CC=C1C(F)(F)F)CN